FC([C@@H]1CN(C(N1C=1N=C2N(CCOC3=C2C=CC(=C3)N[C@H](C(=O)N)C)C1)=O)C)F (S)-2-((2-((S)-5-(Difluoromethyl)-3-methyl-2-oxoimidazolidin-1-yl)-5,6-dihydrobenzo[f]imidazo[1,2-d][1,4]oxazepin-9-yl)amino)propionamide